[1,3-bis(2,4,6-trimethylphenyl)imidazolidin-2-ylidene]dichloro[[2-(propan-2-yloxy)phenyl]methylidene]ruthenium CC1=C(C(=CC(=C1)C)C)N1C(N(CC1)C1=C(C=C(C=C1C)C)C)=[Ru](=CC1=C(C=CC=C1)OC(C)C)(Cl)Cl